4-(2-isopropoxypropan-2-yl)-N-(1-(pyridin-4-ylmethyl)-1H-pyrrolo[2,3-c]pyridin-7-yl)thiazol-2-amine C(C)(C)OC(C)(C)C=1N=C(SC1)NC=1N=CC=C2C1N(C=C2)CC2=CC=NC=C2